tetrakistrimethylsilyl-titanium C[Si](C)(C)[Ti]([Si](C)(C)C)([Si](C)(C)C)[Si](C)(C)C